(1-{[(tert-butyldiphenylsilyl)oxy]methyl}cyclopropyl)acetaldehyde [Si](C1=CC=CC=C1)(C1=CC=CC=C1)(C(C)(C)C)OCC1(CC1)CC=O